ClC1=CC=C(OCC(=O)N[C@@H]2CC[C@H](OC2)C(=O)NCC2=CC(=CC=C2)Cl)C=C1 (2S,5R)-5-[[2-(4-chlorophenoxy)acetyl]amino]-N-[(3-chlorophenyl)methyl]tetrahydropyran-2-carboxamide